(4-((6-(aminomethyl)-1H-indol-1-yl)methyl)benzyl)carbamic acid tert-butyl ester C(C)(C)(C)OC(NCC1=CC=C(C=C1)CN1C=CC2=CC=C(C=C12)CN)=O